(E)-13-Hexadecenyl acetate C(C)(=O)OCCCCCCCCCCCC\C=C\CC